ethyl 5-chloro-6-fluoro-4-(2-((1S,2S)-2-fluorocyclopropane-1-carboxamido) imidazo[1,2-a]pyrazin-6-yl)-1H-indazole-7-carboxylate ClC=1C(=C2C=NNC2=C(C1F)C(=O)OCC)C=1N=CC=2N(C1)C=C(N2)NC(=O)[C@H]2[C@H](C2)F